C12CN(CC(CC1)O2)C(=O)N2CCN1C=C(C3=CC(=CC(=C13)C2)C(F)(F)F)C=2C(NC(C2C2=CN=C1N2C=CC=C1)=O)=O 3-(2-(8-oxa-3-azabicyclo[3.2.1]octane-3-carbonyl)-9-(trifluoromethyl)-1,2,3,4-tetrahydro-[1,4]diazepino[6,7,1-hi]indol-7-yl)-4-(imidazo[1,2-a]pyridin-3-yl)-1H-pyrrole-2,5-dione